2-(sec-butyl)-6-fluoro-7-methylbenzo[d]isothiazol C(C)(CC)N1SC2=C(C1)C=CC(=C2C)F